FC1(CCN(CC1)C(=O)C=1C=C2C(=NC1)N(N=N2)C2=CC=C(C(=O)N)C=C2)F 4-(6-(4,4-difluoropiperidine-1-carbonyl)-3H-[1,2,3]triazolo[4,5-b]pyridin-3-yl)benzamide